3-(1-(1,1-di(pyrazin-2-yl)ethyl)-4-(2-hydroxypropan-2-yl)-1H-indol-6-yl)-1-methyl-1,6-dihydro-7H-pyrrolo[2,3-c]pyridin-7-one N1=C(C=NC=C1)C(C)(C1=NC=CN=C1)N1C=CC2=C(C=C(C=C12)C1=CN(C=2C(NC=CC21)=O)C)C(C)(C)O